aluminic acid O.O.O.O.[Al]